C(C)(C)OC1=NN(C=C1NC=O)CC(F)(F)F (3-isopropoxy-1-(2,2,2-trifluoroethyl)-1H-pyrazol-4-yl)formamide